N-(2-(difluoromethoxy)-6-methylpyridin-3-yl)-3-(2-isopropyl-4-methylphenyl)azetidine-3-carboxamide FC(OC1=NC(=CC=C1NC(=O)C1(CNC1)C1=C(C=C(C=C1)C)C(C)C)C)F